F[C@H]1[C@@H]([C@H]2CN[C@@H]1C2)OC2=NN=C(S2)C2=C(C=C(C=C2)N2C=NC=C2)O 2-(5-(((1R,4R,5R,6R)-6-fluoro-2-azabicyclo[2.2.1]heptan-5-yl)oxy)-1,3,4-thiadiazol-2-yl)-5-(1H-imidazol-1-yl)phenol